C(C=C)(=O)N1CC2(C1)CCN(CC2)C2=CC=C(C=C2)C=2C=1N(C=C(C2)C=2C=NN(C2)CC2COC2)N=CC1C#N 4-(4-(2-propenoyl-2,7-diazaspiro[3.5]non-7-yl)phenyl)-6-(1-(oxetan-3-ylmethyl)-1H-pyrazol-4-yl)pyrazolo[1,5-a]pyridine-3-carbonitrile